C1(CC1)N1C=C(C(C2=CC(=C(C(=C12)OC)N1CC(N(CC1)C(C)=O)C)F)=O)C(C=CC1=CC=C(C=C1)[N+](=O)[O-])=O 1-cyclopropyl-6-fluoro-7-(3-methyl-4-acetylpiperazin-1-yl)-3-(4-nitrocinnamoyl)-8-methoxy-quinolin-4(1H)-one